C(C=C)(=O)NC=1C=C(CCNC2=NC(=C(C=3N2C=CN3)C(=O)N)NC3=CC(=CC(=C3)OC)OC)C=CC1 5-((3-acrylamidophenethyl)amino)-7-((3,5-dimethoxyphenyl)amino)imidazo[1,2-c]pyrimidine-8-amide